BrC1=C(C=C(NC2=NC=C(C(=N2)N[C@@H]2COCC[C@H]2C#N)C)C=C1CO)F (trans)-3-[[2-[4-bromo-3-fluoro-5-(hydroxymethyl)anilino]-5-methyl-pyrimidin-4-yl]amino]tetrahydropyran-4-carbonitrile